IC1COCCO1 6-iodo-1,4-dioxane